C(CCCCCCC)(=S)OCCC[Si](OC)(OC)OC 3-trimethoxysilyl-1-propyl thiooctanoate